FC(OC=1C=C(C=CC1)C1=CC(=CO1)C(=O)O)F 5-(3-(difluoromethoxy)phenyl)furan-3-carboxylic acid